4-(3-methoxy-2,2-dimethylpropionyl)benzoic acid COCC(C(=O)C1=CC=C(C(=O)O)C=C1)(C)C